3-(1-(3,5-difluorophenyl)-1-hydroxybut-3-yn-1-yl)-1,6-dimethylpyridin-2(1H)-one FC=1C=C(C=C(C1)F)C(CC#C)(O)C=1C(N(C(=CC1)C)C)=O